(S)-3-(2-((1-(tert-butoxycarbonyl)piperidin-4-yl)methoxy)pyridin-4-yl)-3-cyclopropyl-propanoic acid C(C)(C)(C)OC(=O)N1CCC(CC1)COC1=NC=CC(=C1)[C@@H](CC(=O)O)C1CC1